5'-(4-Amino-3-(dimethylcarbamoyl)-2-fluorophenyl)-4'-chloro-1',2'-dihydrospiro[cyclohexane-1,3'-pyrrolo[2,3-b]pyridine]-4-carboxamide NC1=C(C(=C(C=C1)C=1C(=C2C(=NC1)NCC21CCC(CC1)C(=O)N)Cl)F)C(N(C)C)=O